3,4-dicyanonitrobenzene C1=CC(=C(C=C1[N+](=O)[O-])C#N)C#N